C1(C(CCCC1)(C(=O)[O-])C(=O)[O-])(C(=O)[O-])C(=O)[O-] Cyclohexantetracarboxylat